(S)-(3-(1-amino-1,3-dihydrospiro[indene-2,4'-piperidine]-1'-yl)-6-(2-(pyridin-4-yl)vinyl)pyrazin-2-yl)methanol N[C@@H]1C2=CC=CC=C2CC12CCN(CC2)C=2C(=NC(=CN2)C=CC2=CC=NC=C2)CO